CNC(C)S 1-(methylamino)ethanethiol